N-(2,4-dichloro-6-(hydroxy-methyl)benzyl)-5-fluoro-8-hydroxy-5,6,7,8-tetrahydro-quinoline-5-carboxamide ClC1=C(CNC(=O)C2(C=3C=CC=NC3C(CC2)O)F)C(=CC(=C1)Cl)CO